C(C)(C)(C)N1C(CC(C=C1)(F)F)(CCCI)C 1-(tert-butyl)2-methyl-4,4-difluoro-2-(3-iodopropyl)pyridine